4-(3-amino-4-methyl-1H-indazol-5-yl)-N-(3-benzyl-3-hydroxycyclobutyl)-3-methylbenzenesulfonamide NC1=NNC2=CC=C(C(=C12)C)C1=C(C=C(C=C1)S(=O)(=O)NC1CC(C1)(O)CC1=CC=CC=C1)C